[2H]C(NC1=NC(=NC(=N1)N)C1=CC=C2C=NN(C2=C1)C([2H])([2H])[2H])([2H])[2H] N2-(trideuteriomethyl)-6-[1-(trideuteriomethyl)indazol-6-yl]-1,3,5-triazine-2,4-diamine